5,7-di-tert-butyl-3-phenylbenzo[d]oxazol-3-ium C(C)(C)(C)C=1C=C(C2=C([N+](=CO2)C2=CC=CC=C2)C1)C(C)(C)C